CC1NCC(CC1CS(=O)C)C 2,5-dimethyl-3-((methylsulfinyl)methyl)piperidine